{2-[2-(3-mercapto-propionylamino)-acetylamino]-acetylamino}-acetic acid SCCC(=O)NCC(=O)NCC(=O)NCC(=O)O